4-(4-((5,7-dimethyl-1H-indol-4-yl)methyl)-1-methylpyrrolidin-3-yl)benzamide CC=1C(=C2C=CNC2=C(C1)C)CC1C(CN(C1)C)C1=CC=C(C(=O)N)C=C1